oxo-5-((4-((4-(4-(trifluoromethyl)piperidin-1-yl)phenyl)amino)benzyl)amino)pentanoic acid O=C(C(=O)O)CCCNCC1=CC=C(C=C1)NC1=CC=C(C=C1)N1CCC(CC1)C(F)(F)F